(1S,2R)-1-amino-2-indanol N[C@@H]1[C@@H](CC2=CC=CC=C12)O